CC1CC(=S)OC1 β-methyl-thiobutyrolactone